The molecule is a chromanol that is chromane in which the hydrogen at position 6 is replaced by a hydroxy group. It is a chromanol and a member of phenols. It derives from a hydride of a chromane. C1CC2=C(C=CC(=C2)O)OC1